(5S,8S)-N-(2,4-dichlorobenzyl)-5-fluoro-8-hydroxy-8-((methylthio)methyl)-5,6,7,8-tetrahydro-quinoline-5-carboxamide ClC1=C(CNC(=O)[C@]2(C=3C=CC=NC3[C@@](CC2)(CSC)O)F)C=CC(=C1)Cl